BrC1=C(C(=CC2=C1C[C@](O2)(C2=CC=CC=C2)C=2CCCN2)F)Cl (S)-5-(4-bromo-5-chloro-6-fluoro-2-phenyl-2,3-dihydrobenzofuran-2-yl)-3,4-dihydro-2H-pyrrole